2-[4-[[3-(1-hydroxyl-methyl-ethyl)cyclobutyl]amino]pyrido[3,4-d]pyridazin-1-yl]-5-(trifluoromethyl)phenol OC(C)(C1CC(C1)NC=1N=NC(=C2C1C=NC=C2)C2=C(C=C(C=C2)C(F)(F)F)O)C